bicyclo[2.2.2]oct-5-ene-2,3-dicarboxylic acid C12C(C(C(C=C1)CC2)C(=O)O)C(=O)O